NC1=CN=C2N1N=CC=N2 7-(amino)imidazo[1,2-b][1,2,4]triazine